methyl 3-((4-(2-(2-aminopyridin-3-yl)-6-(trifluoromethyl)-1H-benzo[d]imidazol-1-yl)benzyl)carbamoyl)-2-fluorobenzoate NC1=NC=CC=C1C1=NC2=C(N1C1=CC=C(CNC(=O)C=3C(=C(C(=O)OC)C=CC3)F)C=C1)C=C(C=C2)C(F)(F)F